N-(7-chloro-6-(1-(3-methyltetrahydrofuran-3-yl)piperidin-4-yl)isoquinolin-3-yl)-2-(2-hydroxypropan-2-yl)cyclopropane-1-carboxamide ClC1=C(C=C2C=C(N=CC2=C1)NC(=O)C1C(C1)C(C)(C)O)C1CCN(CC1)C1(COCC1)C